benzene-1,2-diamine C=1(C(=CC=CC1)N)N